FC(C(=O)O)(F)F.C1(CC1)[C@H](C)N1C(C2=C(C=C(C=C2C1)C1=CC(=NC=C1)C=1NC(=C(N1)C)C)S(=O)(=N)C)=O 2-((S)-1-Cyclopropylethyl)-5-(2-(4,5-dimethyl-1H-imidazol-2-yl)pyridin-4-yl)-7-(S-methylsulfonimidoyl)isoindolin-1-one, Trifluoroacetate Salt